C1(CC1)C1=NNC(=N1)C1CC2(CN(C2)C(=O)N2CC3(C2)CC(C3)CC3=CC=C(C=C3)S(=O)(=O)C(F)(F)F)C1 [6-[3-cyclopropyl-1H-1,2,4-triazol-5-yl]-2-azaspiro[3.3]heptan-2-yl]-[6-(4-triflylbenzyl)-2-azaspiro[3.3]heptan-2-yl]methanone